C(CCCCCCCC)C(CO)CCCCCCCCO 2-nonyl-1,10-decanediol